2,3-dihydro-benzo[1,4]dioxine-6-carboxylic acid [2-(3-hydroxy-azetidin-1-yl)-benzooxazol-5-yl]-amide OC1CN(C1)C=1OC2=C(N1)C=C(C=C2)NC(=O)C2=CC1=C(OCCO1)C=C2